2-((3-(2,6-dioxopiperidin-3-yl)-1-methyl-1H-indazol-6-yl)oxy)-N-(2-sulfamoyl-ethyl)acetamide O=C1NC(CCC1C1=NN(C2=CC(=CC=C12)OCC(=O)NCCS(N)(=O)=O)C)=O